hydroquinone potassium sulfate salt S(=O)(=O)([O-])[O-].[K+].C1(O)=CC=C(O)C=C1.[K+]